ClC1=C(CNC(=O)C2(C=3C=CC=NC3C(CC2)(CNC)O)F)C(=CC(=C1)Cl)C N-(2,4-dichloro-6-meth-ylbenzyl)-5-fluoro-8-hydroxy-8-((methyl-amino)methyl)-5,6,7,8-tetrahydroquinoline-5-carboxamide